tert-butyl 3-(2-methylsulfonyl-7-oxo-5,7-dihydro-6H-pyrrolo[3,4-d]pyrimidin-6-yl)propanoate CS(=O)(=O)C=1N=CC2=C(N1)C(N(C2)CCC(=O)OC(C)(C)C)=O